CC(C)(C)C1=CC(=CC=C1O)C 6-(1,1-dimethylethyl)-4-methylphenol